α-hydroxybutyrate OC(C(=O)[O-])CC